NC1=CC(=C(C=C1)C=1CCN(CC1)C(=O)OC(C)(C)C)C(F)(F)F tert-butyl 4-[4-amino-2-(trifluoromethyl)phenyl]-3,6-dihydro-2H-pyridine-1-carboxylate